tert-Butyl (S,E)-2-((3-(7-amino-2-((methoxycarbonyl)-amino)-7-oxohept-5-enamido)-2-oxopyridin-1(2H)-yl)methyl)-4-neopentyl-1H-benzo[d]imidazol-1-carboxylat NC(/C=C/CC[C@@H](C(=O)NC=1C(N(C=CC1)CC1=NC2=C(N1C(=O)OC(C)(C)C)C=CC=C2CC(C)(C)C)=O)NC(=O)OC)=O